methoxy-1-(4-methoxyphenyl)naphthalene COC1=C(C2=CC=CC=C2C=C1)C1=CC=C(C=C1)OC